ClC=1C=C(NC=2C(=NC(=C(N2)NC)C2=CC=CC=3N(C=NC32)C)C(=O)OC)C=CC1N1CCOCC1 methyl 3-(3-chloro-4-morpholino-anilino)-5-(methylamino)-6-(1-methylbenzimidazol-4-yl)pyrazine-2-carboxylate